1-phenethyl-quinoxalin-2(1H)-one C(CC1=CC=CC=C1)N1C(C=NC2=CC=CC=C12)=O